CC=1N=NN(C1COC=1C=C2CCN(CC2=CN1)[C@@H]1COCC1)C=1C=NC(=CC1)C 6-{[4-methyl-1-(6-methylpyridin-3-yl)-1H-1,2,3-triazol-5-yl]methoxy}-2-[(3S)-oxolan-3-yl]-1,2,3,4-tetrahydro-2,7-naphthyridine